Br.NC(=N)N Guanidine hydrobromide salt